C(C)(=O)C=1NC2=CC=C(C=C2C1C=1N=NN(C1)CC1CCN(CC1)CCNS(=O)(=O)C1=CC=C(C=C1)C1=C(C=CC=C1C(F)(F)F)F)F N-(2-(4-((4-(2-Acetyl-5-fluoro-1H-indol-3-yl)-1H-1,2,3-triazol-1-yl)methyl)piperidin-1-yl)ethyl)-2'-fluoro-6'-(trifluoromethyl)-[1,1'-biphenyl]-4-sulfonamid